ethyl 1-benzyl-4-hydrazineylpiperidine-4-carboxylate C(C1=CC=CC=C1)N1CCC(CC1)(C(=O)OCC)NN